1-(4-((3R,4S)-3-(bicyclo[4.2.0]octa-1(6),2,4-trien-3-yl)-7-hydroxyisochroman-4-yl)phenyl)piperidine-4-carbaldehyde C1=2C=C(C=CC2CC1)[C@@H]1OCC2=CC(=CC=C2[C@@H]1C1=CC=C(C=C1)N1CCC(CC1)C=O)O